C(C)(C)(C)OC(=O)N1CCN(CC1)C=1C=CC2=C(NC(=N2)C2=C(C3=C(NC2=O)SC=C3)N)C1 4-(2-(4-amino-6-oxo-6,7-dihydrothieno[2,3-b]pyridin-5-yl)-1H-benzo[d]imidazol-6-yl)piperazine-1-carboxylic acid tert-butyl ester